N-butylbis[2-(methoxycarbonyl)ethyl]amine C(CCC)N(CCC(=O)OC)CCC(=O)OC